α-methylbenzyl isocyanate CC(C1=CC=CC=C1)N=C=O